FC(CN1C=CC2=CC=CC=C12)(F)F R-1-(2,2,2-trifluoroethyl)-1H-indole